(S)-18-((benzyloxy)carbonyl)-3,16,21,37-tetraoxo-1-phenyl-2,25,28,31,34,41,44,47,50-nonaoxa-17,22,38-triazatripentacontan-53-oic acid C(C1=CC=CC=C1)OC(=O)[C@@H](NC(CCCCCCCCCCCCC(OCC1=CC=CC=C1)=O)=O)CCC(NCCOCCOCCOCCOCCC(NCCOCCOCCOCCOCCC(=O)O)=O)=O